CN1C=2C(NC(=NC2NC[C@H]1CNC1=CC=C(C(N[C@@H](CCC(=O)O)C(=O)O)=O)C=C1)N)=O (6R,S)-5-methyl-tetrahydrofolic acid